C(\C=C\C(=O)O[C@H]1[C@@H](CC[C@H](C1)C)C(C)C)(=O)O[C@H]1[C@@H](CC[C@H](C1)C)C(C)C bis((1R,2S,5R)-2-isopropyl-5-methylcyclohexyl) fumarate